1-(3-bromo-4-methylphenoxy)-3-((3-methoxy-4-(2-(pyrrolidin-1-yl)ethoxy)benzyl)(methyl)amino)propan-2-ol BrC=1C=C(OCC(CN(C)CC2=CC(=C(C=C2)OCCN2CCCC2)OC)O)C=CC1C